2-(2-(2-(6-(methylsulfonyl)-5-nitro-N-(prop-2-yn-1-yl)nicotinamido)-N-(prop-2-yn-1-yl)acetamido)-N-(prop-2-yn-1-yl)acetamido)ethyl (2-(trimethylammonio)ethyl) phosphate P(=O)(OCCN(C(CN(C(CN(C(C1=CN=C(C(=C1)[N+](=O)[O-])S(=O)(=O)C)=O)CC#C)=O)CC#C)=O)CC#C)(OCC[N+](C)(C)C)[O-]